4-(2-((2-(tert-butyl)-6,6-dimethyl-4,5,6,7-tetrahydrobenzofuran-7-yl)amino)-3,4-dioxocyclobut-1-en-1-yl)amino-3-hydroxy-N,N-dimethylpicolinamide C(C)(C)(C)C=1OC2=C(C1)CCC(C2NC2=C(C(C2=O)=O)NC2=C(C(=NC=C2)C(=O)N(C)C)O)(C)C